[(2S)-2-[[(9H-fluoren-9-ylmethoxy)carbonyl]amino]propanamido]acetic acid C1=CC=CC=2C3=CC=CC=C3C(C12)COC(=O)N[C@H](C(=O)NCC(=O)O)C